Strontium hydroxide hydrate O.[OH-].[Sr+2].[OH-]